FC(CC)(F)C1=C(O[C@H](C(=O)O)CF)C=C(C(=C1)F)F (R)-2-[2-(1,1-difluoropropyl)-4,5-difluorophenoxy]-3-fluoropropionic acid